BrC1=C(C=C2C(=C(C(=NC2=C1F)SC)C(\C=C\N(C)C)=O)N[C@H]1[C@H]2CN([C@@H]1C2)C(=O)OC(C)(C)C)C tert-butyl (1R,4R,5S)-5-((7-bromo-3-((E)-3-(dimethylamino)acryloyl)-8-fluoro-6-methyl-2-(methylthio)quinolin-4-yl)amino)-2-azabicyclo[2.1.1]hexane-2-carboxylate